S(=O)(=O)(O)C(C(=O)[O-])CC(=O)[O-].[Na+].[Na+] disodium sulfosuccinate salt